Cl.NC1=CC(=NC=C1)C(C(=O)O)(C)C 2-(4-aminopyridin-2-yl)-2-methylpropanoic acid hydrochloride